N[C@@H](CC(=O)OCC)C1=C(C(=CC(=C1)Cl)C1CC1)F ethyl (3S)-3-amino-3-(5-chloro-3-cyclopropyl-2-fluorophenyl)propanoate